C(C1=CC=CC=C1)OC(=O)N1CCC(CC1)C(C)=O benzyl-4-acetylpiperidine-1-carboxylate